ClC=1C=CC(=NC1)[C@H](C1CCC1)C1N(C(C2=CC=C(C=C12)C(=O)N)=O)C1C(NC(CC1)=O)=O ((R)-(5-chloropyridin-2-yl)(cyclobutyl)methyl)-2-(2,6-dioxopiperidin-3-yl)-1-oxoisoindoline-5-carboxamide